BrC1=CC(=C(O[C@H](C(=O)O)C)C=C1)C(C(C)C)(F)F (2S)-2-[4-bromo-2-(1,1-difluoro-2-methylpropyl)phenoxy]propionic acid